C1(CC1)N1N=CC(=C1)[C@@H]1OCC[C@H](C1)C=1C=C(C=2N=NN(C(C2N1)=O)C)C1=C(C=C(C=C1)F)F 6-[(2R,4R)-2-(1-cyclopropylpyrazol-4-yl)tetrahydropyran-4-yl]-8-(2,4-difluorophenyl)-3-methyl-pyrido[3,2-d]triazin-4-one